[rac-(trans)-2-(trifluoromethyl)cyclopropyl]methanamine hydrochloride Cl.FC([C@H]1[C@@H](C1)CN)(F)F